C(C=C)(=O)OCCOCCN=C=O 2-(2-acryloyloxyethoxy)ethyl isocyanate